(3S)-3-[5-(6-amino-2-fluoro-3-pyridinyl)-4-fluoro-1H-imidazol-2-yl]-7-[5-chloro-2-(1H-tetrazol-1-yl)phenyl]-2,3-dihydro-5(1H)-indolizinone NC1=CC=C(C(=N1)F)C1=C(N=C(N1)[C@@H]1CCC2=CC(=CC(N12)=O)C1=C(C=CC(=C1)Cl)N1N=NN=C1)F